NC=1N=NC(=CC1C=1C(=C(CN2CCN(CC2)C(=O)OC(C)(C)C)C=CC1)F)C1=C(C=CC=C1)O tert-butyl 4-(3-(3-amino-6-(2-hydroxyphenyl)pyridazin-4-yl)-2-fluorobenzyl)piperazine-1-carboxylate